BrC1=NC=C(C=N1)OCC(C(F)(F)F)O 3-(2-bromopyrimidin-5-yl)oxy-1,1,1-trifluoro-propan-2-ol